3-(1,4-diazabicyclo[3.2.1]octan-4-ylmethyl)-5-chloro-4-methylaniline N12CCN(C(CC1)C2)CC=2C=C(N)C=C(C2C)Cl